[Sn]=[Se] tin-selenide